C(C1=CC=CC=C1)OC1=C(C=C(C=C1)C=1OC2=C(C1)C(=C(C=C2)C(C)=O)OC)C 1-(2-(4-(benzyloxy)-3-methylphenyl)-4-methoxybenzofuran-5-yl)ethan-1-one